6-(2-fluoro-6-methoxyphenyl)-5-nitropyridin-2-amine FC1=C(C(=CC=C1)OC)C1=C(C=CC(=N1)N)[N+](=O)[O-]